CC=1C=C(C(=O)CC#N)C=CC1 3-methyl-benzoyl-acetonitrile